1,3-dimethoxy-1-[[4-[5-(trifluoromethyl)-1,2,4-oxadiazolyl]phenyl]methyl]urea CON(C(=O)NOC)CC1=CC=C(C=C1)C1=NOC(=N1)C(F)(F)F